(((((3s)-adamantan-1-yl) methyl) amino) methyl)-3-fluorobenzoate C12(CC3CC(CC(C1)C3)C2)CNCOC(C2=CC(=CC=C2)F)=O